3-hydroxy-3-(1H-imidazol-4-yl)-1-methylpyrrolidin-2-one trifluoroacetate salt FC(C(=O)O)(F)F.OC1(C(N(CC1)C)=O)C=1N=CNC1